propionic acid 3-(2-(diisopropylamino) ethyl)-1H-indol-7-yl ester C(C)(C)N(CCC1=CNC2=C(C=CC=C12)OC(CC)=O)C(C)C